C(C=C)(=O)OCCCCCCCCCCC[Si](OCCCCCC)(C)C acryloyloxyundecyldimethylmonohexyloxysilane